CC(CCC(NCCC(C)C)=C=O)C (s)-4-Methyl-1-carbonyl-1-(3-methylbutylamino)pentane